C(CC)(=O)C1=CC=CC=C1 propionophenone